CO[C@H](CN)C (S)-2-Methoxypropan-1-amine